ClC1=C(C=CC=C1NC(=O)C=1N(C2=C(CN(CC2)C)N1)C)C1=C(C(=CC=C1)C=1C=NC(=C(C1)OC)CN1CC(C1)F)Cl N-(2,2'-dichloro-3'-(6-((3-fluoroazetidin-1-yl)methyl)-5-methoxypyridin-3-yl)-[1,1'-biphenyl]-3-yl)-1,5-dimethyl-4,5,6,7-tetrahydro-1H-imidazo[4,5-c]pyridine-2-carboxamide